tert-butyl 4-[6-[[4-(3-isopropylimidazo[1,2-a]pyrazin-6-yl)pyrimidin-2-yl]amino]-3-pyridyl]-3-oxo-piperazine-1-carboxylate C(C)(C)C1=CN=C2N1C=C(N=C2)C2=NC(=NC=C2)NC2=CC=C(C=N2)N2C(CN(CC2)C(=O)OC(C)(C)C)=O